(R)-6-Bromo-N-(1-(3-(difluoromethyl)-2-fluorophenyl)ethyl)-2-methylpyrido[2,3-d]pyrimidine BrC1=CC2=C(N([C@@H](N=C2)C)C(C)C2=C(C(=CC=C2)C(F)F)F)N=C1